ClC=1N(C(=C(N1)C1=CC=C(C=C1)F)C1=CC=NC=C1)CC(=O)N1CCNCC1 2-[2-chloro-4-(4-fluorophenyl)-5-(pyridin-4-yl)-1H-imidazol-1-yl]-1-(piperazin-1-yl)ethan-1-one